4-((1H-benzo[d]imidazol-2-yl)methoxy)aniline N1C(=NC2=C1C=CC=C2)COC2=CC=C(N)C=C2